C[C@@H]1CN(C[C@@H](N1)C)C1=CC=C(C=2N=CC=NC12)S(=O)(=O)NC=1C=C(C=2N(C1)C=C(N2)C)F 8-[(3R,5S)-3,5-dimethylpiperazin-1-yl]-N-(8-fluoro-2-methyl-imidazo[1,2-a]pyridin-6-yl)quinoxaline-5-sulfonamide